6-(hydroxymethyl)-2-methoxy-6a-methyl-4-oxohexahydro-5H-furo[2,3-c]Pyrrole-5,6-dicarboxylic acid 5-tert-butyl 6-methyl ester COC(=O)C1(N(C(C2C1(OC(C2)OC)C)=O)C(=O)OC(C)(C)C)CO